ClC1=C(C=CC(=C1)C(F)(F)F)NC(CN1C=2N(C(C(=C1CC)N1C[C@H](NCC1)C)=O)N=C(N2)C=2CCOCC2)=O (R)-N-(2-chloro-4-(trifluoromethyl)phenyl)-2-(2-(3,6-dihydro-2H-pyran-4-yl)-5-ethyl-6-(3-methylpiperazine-1-yl)-7-oxo-[1,2,4]triazolo[1,5-a]pyrimidin-4(7H)-yl)acetamide